[NH-]P(O)(O)=O amidylphosphonic acid